[Br-].N(N)C(=O)C1=CC=C(C[P+](C)(C)C)C=C1 (4-(hydrazinecarbonyl)benzyl)trimethylphosphonium bromide